CC1CNC(N1C1=CC=CC=C1)=O 5-methyl-1-phenylimidazolidin-2-one